F[C@H]1C[C@H](CNC1)NC=1C2=C(N=CN1)C(=CC(=N2)C2=CC=C(C=C2)OC(F)(F)F)C(=O)N 4-[[(3R,5S)-5-fluoropiperidin-3-yl]amino]-6-[4-(trifluoromethoxy)phenyl]pyrido[3,2-d]pyrimidine-8-carboxamide